(R)-1-(1-((S)-1-(3,3,4,4,4-pentafluorobutyl)pyrrolidin-3-yl)imidazo[4,5-d]pyrrolo[2,3-b]pyridin-2-yl)ethanol FC(CCN1C[C@H](CC1)N1C(N=C2C1=C1C(N=C2)=NC=C1)[C@@H](C)O)(C(F)(F)F)F